(2-(1H-pyrazol-1-yl)benzyl)-2-chloro-9-cyclopentyl-9H-purin-6-amine N1(N=CC=C1)C1=C(CC=2N(C3=NC(=NC(=C3N2)N)Cl)C2CCCC2)C=CC=C1